C(C1=CC=CC=C1)N(CC1=CC=CC=C1)C[C@H]1CC2(OCCO2)CCC1=O |r| rac-7-((dibenzylamino)methyl)-1,4-dioxaspiro[4.5]decan-8-one